N-(4-(1-ethoxy-2-phenylpropan-2-yl)thiazol-2-yl)-2,6-difluoro-4-(piperazin-1-yl)benzamide C(C)OCC(C)(C1=CC=CC=C1)C=1N=C(SC1)NC(C1=C(C=C(C=C1F)N1CCNCC1)F)=O